C(C)(=O)NC1=NN2C(C=CC=C2)=C1N 2-acetylaminopyrazolo[1,5-a]pyridin-3-ylamine